N1N=NC2=C1C=CC(=C2)C2=CC=C(C(=N2)OC)NC(=O)C=2C(=NOC2C)C2=CC=CC=C2 N-[6-(1H-benzotriazol-5-yl)-2-methoxy-3-pyridyl]-5-methyl-3-phenyl-isoxazole-4-carboxamide